4-((4-aminophenyl)thio)phenol NC1=CC=C(C=C1)SC1=CC=C(C=C1)O